((4-(6-((4-Chloro-2,3-dihydrobenzofuran-7-yl)methoxy)pyridin-2-yl)piperidin-1-yl)methyl)-4-(difluoromethoxy)-1-methyl-1H-benzo[d]imidazole-6-carboxylic acid ClC1=CC=C(C2=C1CCO2)COC2=CC=CC(=N2)C2CCN(CC2)CC2=NC1=C(N2C)C=C(C=C1OC(F)F)C(=O)O